S-(N-Benzyladenosyl)-L-homocystein C(C1=CC=CC=C1)NC=1C=2N=CN([C@H]3[C@H](O)[C@H](O)[C@@H](CSCC[C@H](N)C(=O)O)O3)C2N=CN1